3,7-dihydro-3-(3-hydroxypropyl)-1H-purine-2,6-dione OCCCN1C(NC(C=2NC=NC12)=O)=O